C(OCC(C)C)(OC=1C(=NC=CC1OC)C(N[C@H](C(=O)NC(C)C(C)C)C)=O)=O isobutyl (4-methoxy-2-(((2S)-1-((3-methylbutan-2-yl)amino)-1-oxopropan-2-yl)carbamoyl)pyridin-3-yl) carbonate